6'-(Difluoromethyl)-5-fluoro-[3,4'-bipyridine] FC(C1=CC(=CC=N1)C=1C=NC=C(C1)F)F